(((3aR,4S,6R,6aS)-6-(7-chloro-5-((cyclopropylmethyl)thio)-3H-[1,2,3]triazolo[4,5-d]pyrimidin-3-yl)-2,2-dimethyltetrahydro-4H-cyclopenta[d][1,3]dioxol-4-yl)oxy)ethan-1-ol ClC=1C2=C(N=C(N1)SCC1CC1)N(N=N2)[C@@H]2C[C@@H]([C@@H]1[C@H]2OC(O1)(C)C)OC(C)O